α-phosphonoacetonitrile P(=O)(O)(O)CC#N